IC1CN(CCC12OC(C=1C2=NC=C(C1)C)=O)C(=O)OC(C)(C)C tert-Butyl 3'-iodo-3-methyl-5-oxo-5H-spiro[furo[3,4-b]pyridine-7,4'-piperidine]-1'-carboxylate